[Ga+3].C1(=CC=CC=C1)C1=CC=C(C=C1)[O-].C1(=CC=CC=C1)C1=CC=C(C=C1)[O-].C1(=CC=CC=C1)C1=CC=C(C=C1)[O-] (4-phenylphenolate) gallium